C1(CC1)C1=CC=C(C=C1)[C@H](C)NC(=O)C1=CC=C2C(=C(N(C2=C1)C)C)CC=1C=C(OC(C(=O)O)C)C=CC1 2-(3-((6-(((S)-1-(4-cyclopropylphenyl)ethyl)carbamoyl)-1,2-dimethyl-1H-indol-3-yl)methyl)phenoxy)propanoic acid